C(#N)C1=C(N=C(S1)N(C1=C(N=C2SC(=NN21)N2CC(CCC2)N(C(=O)N)C)CC)C)C2=CC=C(C=C2)F 1-{1-[5-((5-cyano-4-(4-fluorophenyl)thiazol-2-yl)(methyl)amino)-6-ethylimidazo[2,1-b][1,3,4]thiadiazol-2-yl]piperidin-3-yl}-1-methylurea